N1=C(C=CC=C1)C1(CCC1)N 1-(pyridin-2-yl)cyclobutan-1-amine